[Si](C1=CC=CC=C1)(C1=CC=CC=C1)(C(C)(C)C)OC[C@@](C#C[Si](C)(C)C)(C)N[S@](=O)C(C)(C)C (R)-N-((S)-1-((tert-butyldiphenylsilyl)oxy)-2-methyl-4-(trimethylsilyl)but-3-yn-2-yl)-2-methylpropane-2-sulfinamide